1-allyl-6-chloro-2-isopropyl-1,2-dihydro-3H-pyrazolo[3,4-b]pyridin-3-one C(C=C)N1N(C(C=2C1=NC(=CC2)Cl)=O)C(C)C